2-(2-fluoro-4-methylphenyl)-N-(furan-2-ylmethyl)-5-(1H-pyrrolo[2,3-b]pyridin-4-yl)-1-{[2-(trimethylsilyl)ethoxy]methyl}-1H-pyrrole-3-carboxamide FC1=C(C=CC(=C1)C)C=1N(C(=CC1C(=O)NCC=1OC=CC1)C1=C2C(=NC=C1)NC=C2)COCC[Si](C)(C)C